C(=C)C1=CC=C(C=C1)C1=CC=2CCC2C=C1 3-(4-vinylphenyl)bicyclo[4.2.0]octa-1(6),2,4-triene